3-(3'-formyl-4'-hydroxy-5'-(adamantan-1-yl)biphenyl-4-yl)-acrylic acid methyl ester COC(C=CC1=CC=C(C=C1)C1=CC(=C(C(=C1)C12CC3CC(CC(C1)C3)C2)O)C=O)=O